4-(phenylcarbonylthio)pentanoic acid C1(=CC=CC=C1)C(=O)SC(CCC(=O)O)C